2-(difluoromethoxy)-N-(3-(2-((4-(dimethylamino)cyclohexyl)amino)quinazolin-6-yl)-2,4-difluorophenyl)pyridine-3-sulfonamide FC(OC1=NC=CC=C1S(=O)(=O)NC1=C(C(=C(C=C1)F)C=1C=C2C=NC(=NC2=CC1)NC1CCC(CC1)N(C)C)F)F